NC1=NC=CC(=C1[N+](=O)[O-])N1CC2CCC(C1)N2C(=O)OC(C)(C)C tert-butyl 3-(2-amino-3-nitropyridin-4-yl)-3,8-diazabicyclo[3.2.1]octane-8-carboxylate